2,2,2-trifluoro-N-[4-[5-[2-[[(3S,5S)-5-fluoro-3-piperidyl]amino]pyrimidin-4-yl]-2-methyl-thiazol-4-yl]oxy-1-naphthyl]ethanesulfonamide FC(CS(=O)(=O)NC1=CC=C(C2=CC=CC=C12)OC=1N=C(SC1C1=NC(=NC=C1)N[C@@H]1CNC[C@H](C1)F)C)(F)F